[1,2,4]triazolo[1,5-a][1,6]naphthyridin-8-amine N1=CN=C2N1C1=CC(=NC=C1C=C2)N